1-((2R,3S)-1-(3-((2-((3S,4R)-3-fluoro-4-hydroxy-3-methylpiperidin-1-yl)pyrimidin-4-yl)amino)-5-isopropylisoquinolin-8-yl)-2-methylazetidin-3-yl)ethan-1-one F[C@]1(CN(CC[C@H]1O)C1=NC=CC(=N1)NC=1N=CC2=C(C=CC(=C2C1)C(C)C)N1[C@@H]([C@H](C1)C(C)=O)C)C